tert-Butyl ((3R,4S)-4-((2,4,5-trimethoxybenzyl)amino)tetrahydrofuran-3-yl)carbamate COC1=C(CN[C@H]2[C@H](COC2)NC(OC(C)(C)C)=O)C=C(C(=C1)OC)OC